NCC=1OC2=C(C1)C=C(C=C2C2CC2)C2=CC=C(C=N2)C(=O)N2CCC(CC2)(F)F (6-(2-(Aminomethyl)-7-cyclopropylbenzofuran-5-yl)pyridin-3-yl)(4,4-difluoropiperidin-1-yl)methanone